3-oxohexanoate (Ethyl 3-oxohexanoate) C(C)C(C(=O)O)C(CCC)=O.O=C(CC(=O)O)CCC